1-(1-chloropropan-2-yl)pyrrolidine ClCC(C)N1CCCC1